C(C)(C)(C)OC(=O)N1[C@@H](CCC1)CCO.COC1=CC=C(C=C1)N1C(=NC=2C=NC=3C=CC(=CC3C21)C2=CC=C(N)C=C2)C 4-(1-(4-methoxyphenyl)-2-methyl-1H-imidazo[4,5-c]quinolin-8-yl)aniline tert-Butyl-(S)-2-(2-hydroxyethyl)pyrrolidine-1-carboxylate